CN(C1=CC=C(C#N)C=C1)C 4-dimethylaminobenzonitrile